3-(4-fluorophenyl)-2-methyl-2-(methylamino)propionic acid FC1=CC=C(C=C1)CC(C(=O)O)(NC)C